C[Si](CCOCN1C=CC2=C1N=CN=C2OC2CN(CC2)C(=O)OC(C)(C)C)(C)C tert-butyl 3-((7-((2-(trimethylsilyl)ethoxy)methyl)-7H-pyrrolo[2,3-d]pyrimidin-4-yl)oxy)pyrrolidine-1-carboxylate